(S)-2-(1-Acetylpyrrolidin-2-yl)-N-(5-chloro-4-(5,5-dimethyl-5,6-dihydro-4H-pyrrolo[1,2-b]pyrazol-3-yl)pyridin-2-yl)acetamide C(C)(=O)N1[C@@H](CCC1)CC(=O)NC1=NC=C(C(=C1)C1=C2N(N=C1)CC(C2)(C)C)Cl